CS(=O)(=O)C1=NC=CC=N1 2-methylsulfonylpyrimidin